NC([C@H](CCC(=O)OC(C)(C)C)N1C(C2=CC=C(C=C2C1)C1=NC(=C(C=C1F)C#N)N)=O)=O Tert-butyl (S)-5-amino-4-(5-(6-amino-5-cyano-3-fluoropyridin-2-yl)-1-oxoisoindolin-2-yl)-5-oxopentanoate